(S)-N-[1-(3-iodo-6-(3-methyl-3-(methylsulfonyl)but-1-yn-1-yl)pyridin-2-yl)-2-(3,5-difluorophenyl)ethyl]-2-chloroacetamide IC=1C(=NC(=CC1)C#CC(C)(S(=O)(=O)C)C)[C@H](CC1=CC(=CC(=C1)F)F)NC(CCl)=O